F\C(=C/CN)\CN1C=NC2=C1C=C(C=C2C2=CC=C(C=C2)S(=O)(=O)N2CCOCC2)F (Z)-3-fluoro-4-(6-fluoro-4-(4-(morpholinesulfonyl)phenyl)-1H-benzo[d]imidazol-1-yl)but-2-en-1-amine